(((4-(2-(Tosyloxy)ethyl)-1,3-dioxolane-2,2-diyl)bis(pentane-5,1-diyl))bis(sulfane-diyl))bis(octane-1,2-diyl) bis(3-cyclohexylpropanoate) C1(CCCCC1)CCC(=O)OC(CSCCCCCC1(OCC(O1)CCOS(=O)(=O)C1=CC=C(C)C=C1)CCCCCSCC(CCCCCC)OC(CCC1CCCCC1)=O)CCCCCC